(3r,4r)-4-({4-[4-fluoro-2-methyl-1-(propane-2-yl)-1H-benzoimidazol-6-yl]-5-methoxypyrimidin-2-yl}amino)-1-(methylsulfonyl)piperidin-3-ol FC1=CC(=CC=2N(C(=NC21)C)C(C)C)C2=NC(=NC=C2OC)N[C@H]2[C@@H](CN(CC2)S(=O)(=O)C)O